C1(CC1)NC(CC=1N(C2=C(C=NC=3C=CC(=CC23)OC)N1)[C@H]1C[C@H](OCC1)C)=O N-cyclopropyl-2-{8-methoxy-1-[(2R,4R)-2-methyloxan-4-yl]-1H-imidazo[4,5-c]quinolin-2-yl}acetamide